hydroxyisoquinoline-3-carboxamide OC1=NC(=CC2=CC=CC=C12)C(=O)N